ClC1=C(C(=CC=C1)Cl)NC(=O)N1CC2=C(CC1)SC(=C2)C2=NOC(=N2)C(F)(F)F N-(2,6-dichlorophenyl)-2-(5-(trifluoromethyl)-1,2,4-oxadiazol-3-yl)-6,7-dihydrothieno[3,2-c]pyridine-5(4H)-carboxamide